(3S,4S)-8-(6-((6-amino-2-(trifluoromethyl)pyridin-3-yl)thio)-1,2,4-triazin-3-yl)-3-methyl-2-oxa-8-azaspiro[4.5]decan-4-amine NC1=CC=C(C(=N1)C(F)(F)F)SC1=CN=C(N=N1)N1CCC2([C@@H]([C@@H](OC2)C)N)CC1